N4-((2,2-difluorobenzo[d][1,3]dioxol-5-yl)methyl)-N2-isopropylthieno[3,2-d]pyrimidine-2,4-diamine FC1(OC2=C(O1)C=CC(=C2)CNC=2C1=C(N=C(N2)NC(C)C)C=CS1)F